FC(/C(=C/C(=O)OCC)/O)(F)F ethyl (Z)-4,4,4-trifluoro-3-hydroxybut-2-enoate